N-[trans-4-(hydroxymethyl)cyclohexyl]Ethane-1-sulfonamide OC[C@@H]1CC[C@H](CC1)NS(=O)(=O)CC